N1C(=NC2=C1C=CC=C2)C2=CC=CC(=N2)C(=O)N2C(CNCC2=O)=O 1-(6-(1H-benzo[d]imidazol-2-yl)pyridineformyl)-piperazine-2,6-dione